C(C)(C)(C)OC(=O)N1C2CN(CC1CC2)C=2C=1N(N=CC2)C=C(C1)C1=CC(=NC=C1F)OC 3-(6-(5-fluoro-2-methoxypyridin-4-yl)pyrrolo[1,2-b]pyridazin-4-yl)-3,8-diazabicyclo[3.2.1]octane-8-carboxylic acid tert-butyl ester